OC1[C@H]2N(C(C3=C(N1C(=O)OCC=C)C=C(C(=C3)OC)O[Si](C(C)C)(C(C)C)C(C)C)=O)CC=C(C2)C2=CSC=C2 allyl (6aS)-6-hydroxy-2-methoxy-12-oxo-8-(thiophen-3-yl)-3-((triisopropylsilyl)oxy)-6,6a,7,10-tetrahydrobenzo[e]pyrido[1,2-a][1,4]diazepine-5(12H)-carboxylate